CC(CC(CCCCCCC)OC(CCCCCCC)CC(CCC)C)CCC 2-Methyl-pentyl-n-octylether